CC1=NC(=NC2=CC=CC=C12)NC(=N)NCC1OCCC1 1-(4-methylquinazolin-2-yl)-3-((tetrahydrofuran-2-yl)methyl)guanidine